tert-butyl 4-hydroxy-4-((7-(2-(4-methylpiperazin-1-yl)acetamido)-4-oxoquinazolin-3(4H)-yl)methyl)piperidine-1-carboxylate OC1(CCN(CC1)C(=O)OC(C)(C)C)CN1C=NC2=CC(=CC=C2C1=O)NC(CN1CCN(CC1)C)=O